C(C)(C)(C)OC(CN1CCC(CC1)N1N=C(C=C1)NC1C(NC(CC1)=O)=O)=O.CC(CC1=CC=CC=C1)(C)N1C=NC=C1 1-(1,1-dimethyl-2-phenylethyl)imidazole tert-butyl-2-[4-[3-[(2,6-dioxo-3-piperidyl)amino]pyrazol-1-yl]-1-piperidyl]acetate